[Se+3].C(C)(C)(C)[PH2](C1CCCC1)C(C)(C)C di-tert-butyl-(cyclopentyl)phosphorane selenium (Iii)